ClC=1C(=NC(=NC1)N[C@H]1[C@@H](COCC1)O)C1=CN=C(N1C)C1CCNCC1 (3S,4R)-4-((5-chloro-4-(1-methyl-2-(piperidin-4-yl)-1H-imidazol-5-yl)pyrimidin-2-yl)amino)tetrahydro-2H-pyran-3-ol